C(#N)C1=NC2=CC(=CC(=C2N=C1N1CCN(CC1)C=1SC=C(N1)C)[C@@H](C)NC1=C(C(=O)O)C=CC=C1)C (R)-2-((1-(2-cyano-7-methyl-3-(4-(4-methylthiazol-2-yl)piperazin-1-yl)quinoxalin-5-yl)ethyl)amino)benzoic acid